R-3-(Boc-Amino)piperidine C(=O)(OC(C)(C)C)N[C@H]1CNCCC1